(2S)-2-(methylamino)-4-tetrahydropyran-4-yl-butanoic acid CN[C@H](C(=O)O)CCC1CCOCC1